C(C1=CC=CC=C1)OC=1C=C(C(=O)OC)C=C(C1)Br methyl 3-(benzyloxy)-5-bromobenzoate